molybdenum trisulfide [Mo](=S)(=S)=S